C(OCC(F)F)(O[C@@H]1CN(CC1(F)F)C=1C=2N(N=C(C1)C=1C(NC(NC1)=O)=O)C=CN2)=O (R)-2,2-difluoroethyl (1-(6-(2,4-dioxo-1,2,3,4-tetrahydropyrimidin-5-yl)imidazo[1,2-b]pyridazin-8-yl)-4,4-difluoropyrrolidin-3-yl) carbonate